C(C)(C)(C)OC(=O)N1[C@H]2[C@H]([C@H](C[C@@H]1CC2)N(C=2N=NC(=CN2)C2=CC=1C(=CN=CC1)S2)C)F (1R,2S,3S,5S)-2-fluoro-3-(methyl-(6-(thieno[2,3-c]pyridin-2-yl)-1,2,4-triazin-3-yl)amino)-8-azabicyclo[3.2.1]octane-8-carboxylic acid tert-butyl ester